OCCCC(=O)NN 4-Hydroxybutyric acid hydrazide